Cyclobutane-2-one C1C(CC1)=O